2,4,6-tripropynylthio-s-triazine C(#CC)SC1=NC(=NC(=N1)SC#CC)SC#CC